6-((4-methoxybenzyl)oxy)-2-(tetrahydro-2H-pyran-4-yl)-2H-indazole-5-carboxamide COC1=CC=C(COC=2C(=CC3=CN(N=C3C2)C2CCOCC2)C(=O)N)C=C1